(S)-3'-(1-acetyl-4-acryloylpiperazin-2-yl)-5'-chloro-4-fluoro-N-methyl-[1,1'-biphenyl]-3-carboxamide C(C)(=O)N1[C@H](CN(CC1)C(C=C)=O)C=1C=C(C=C(C1)Cl)C1=CC(=C(C=C1)F)C(=O)NC